CN1CCC2(CCN2C=2SC3=C(N=NC(=C3)C3=C(C=C(C=C3)C=3C=NNC3)O)N2)CC1 2-[6-(7-methyl-1,7-diazaspiro[3.5]non-1-yl)[1,3]thiazolo[4,5-c]pyridazin-3-yl]-5-(1H-pyrazol-4-yl)phenol